3-Methoxy-3-methylbutylacetat COC(CCCC(=O)[O-])(C)C